4-amino-2,5-dimethyl-benzoic acid NC1=CC(=C(C(=O)O)C=C1C)C